CS(=O)(=N[C@H]1CN(C[C@H](C1)C=1C=NNC1C)C1=NC(=NC=C1)C1=CN=C2N1C=C(C=C2)C(F)(F)F)C dimethyl(((3R,5R)-5-(5-methyl-1H-pyrazol-4-yl)-1-(2-(6-(trifluoromethyl)imidazo[1,2-a]pyridin-3-yl)pyrimidin-4-yl)piperidin-3-yl)imino)-λ6-sulfanone